2-(6-{[(1s,3r,5s)-1,5-dimethyl-8-azabicyclo[3.2.1]oct-3-yl]oxy}pyridazin-3-yl)-5-(1H-1,2,3-triazol-1-yl)pyridin-3-ol molybdenum (VI) bis(trifluoro-methanesulfonate) FC(S(=O)(=O)[O-])(F)F.FC(S(=O)(=O)[O-])(F)F.[Mo+6].C[C@@]12CC(C[C@](CC1)(N2)C)OC2=CC=C(N=N2)C2=NC=C(C=C2O)N2N=NC=C2